(S)-3-((9-ethyl-2-((R*)-1-hydroxy-1-methyl-2,3-dihydro-1H-inden-4-yl)-9H-purin-6-yl)amino)-N-methylpyrrolidine-1-sulfonamide C(C)N1C2=NC(=NC(=C2N=C1)N[C@@H]1CN(CC1)S(=O)(=O)NC)C1=C2CC[C@@](C2=CC=C1)(C)O |o1:26|